COC1=C(C(=CC=C1)OC)N1C(=NN=C1C1=NC(=CC=C1)OC)C(=O)NS(=O)(=O)CC1=CC=C(C=C1)F 4-(2,6-Dimethoxyphenyl)-N-((4-fluorobenzyl)sulfonyl)-5-(6-methoxypyridin-2-yl)-4H-1,2,4-triazole-3-carboxamide